ClC1=NC(=CC(=C1OC(F)F)C)Cl 2,6-dichloro-3-(difluoromethoxy)-4-methylpyridine